FC(C1=CC=C(CN2C=CC3=CC=CC(=C23)C(=O)N)C=C1)(F)F 1-(4-(trifluoromethyl)benzyl)-1H-indole-7-carboxamide